FC1=C(C=C(C=C1)F)NC1=NC=C(C(=N1)NN1C(OC2=C1C=CC=C2)=O)C [2-(2,5-difluoro-phenylamino)-5-methyl-pyrimidin-4-ylamino]-3H-benzooxazol-2-one